ethyl 4-(5-hydroxy-6-methoxybenzo[b]selenophen-2-yl)-4-oxobutanoate OC1=CC2=C([Se]C(=C2)C(CCC(=O)OCC)=O)C=C1OC